(R)-4-(4-azidopyrimidin-2-yl)-2-methylmorpholine N(=[N+]=[N-])C1=NC(=NC=C1)N1C[C@H](OCC1)C